N-(5-cyclopropyl-2-(2-(3-hydroxyazetidin-1-yl)-2-oxoethyl)phenyl)-3-(3-fluoro-4-methylphenyl)-3-(1,2,4-thiadiazol-5-yl)pyrrolidine-1-carboxamide C1(CC1)C=1C=CC(=C(C1)NC(=O)N1CC(CC1)(C1=NC=NS1)C1=CC(=C(C=C1)C)F)CC(=O)N1CC(C1)O